C1(CC1)N1CC(C1)OC1=CC=C(C=C1)C1NC(CC2=C1NC1=CC=CC=C21)C 1-(4-((1-cyclopropylazetidin-3-yl)oxy)Phenyl)-3-methyl-2,3,4,9-tetrahydro-1H-pyrido[3,4-b]Indole